5-(5-((R)-1-(3,5-Dichloropyridin-4-yl)ethoxy)-6-methoxy-1-(tetrahydro-2H-pyran-2-yl)-1H-indazol-3-yl)-2-(3-((2-methoxyethyl)amino)-3-methylazetidin-1-yl)nicotinonitrile ClC=1C=NC=C(C1[C@@H](C)OC=1C=C2C(=NN(C2=CC1OC)C1OCCCC1)C=1C=NC(=C(C#N)C1)N1CC(C1)(C)NCCOC)Cl